C(\C=C\C)(=O)[O-] crotonoate